(E)-1-(7,7-dimethyl-7H-furo[2,3-f]chromen-2-yl)-3-(2-(trifluoromethoxy)phenyl)prop-2-ene-1-one CC1(OC2=CC=C3C(=C2C=C1)OC(=C3)C(\C=C\C3=C(C=CC=C3)OC(F)(F)F)=O)C